C(C(=C)C)(=O)O.C(CCCC)C1C(=O)NC(CC1)=O amyl-glutarimide methacrylate